4-(4-(ethyl(trans-2-fluorocyclopropyl)amino)-8-fluoro-2-(((2R,7aS)-2-fluorotetrahydro-1H-pyrrolizin-7a(5H)-yl)methoxy)pyrido[4,3-d]pyrimidin-7-yl)-5-ethynyl-6-fluoronaphthalen-2-ol C(C)N(C=1C2=C(N=C(N1)OC[C@]13CCCN3C[C@@H](C1)F)C(=C(N=C2)C2=CC(=CC1=CC=C(C(=C21)C#C)F)O)F)[C@H]2[C@@H](C2)F